3-((4-(5-chloro-3-methyl-2-(((5S)-5-methylmorpholin-2-yl)methyl)phenyl)pyrrolo[2,1-f][1,2,4]triazin-6-yl)methyl)-1-methylpyrimidine-2,4(1H,3H)-dione ClC=1C=C(C(=C(C1)C1=NC=NN2C1=CC(=C2)CN2C(N(C=CC2=O)C)=O)CC2CN[C@H](CO2)C)C